COC1=CC=C(C=C1)NCCC[Si](OC)(OC)CC N-(p-methoxyphenyl)-gamma-aminopropylethyldimethoxysilane